(3-fluoro-4-(7-(methylcarbamoyl) benzo[d]imidazo[2,1-b]thiazol-2-yl) phenyl) pyrrolidine-1-carboxylate N1(CCCC1)C(=O)OC1=CC(=C(C=C1)C=1N=C2SC3=C(N2C1)C=CC(=C3)C(NC)=O)F